CC(C(=O)O[Li])(C)OC1=C(C=CC=C1)C1CCC(CC1)OCC1NCCCC1NC(=O)OC(C)(C)C lithio 2-methyl-2-[2-[(1s,4s)-4-([3-[(tert-butoxycarbonyl)amino]piperidin-2-yl]methoxy)cyclohexyl]phenoxy]propanoate